CC=1SC=2C(N1)=C(C=CC2OC2=NC=C(C=C2)C(F)(F)F)C#N 2-methyl-7-[{5-(trifluoromethyl)pyridin-2-yl}oxy]benzo[d]thiazole-4-carbonitrile